ClC1=C2C(=C(N=N1)N[C@H]1CN(CCC1)CC)SC=C2 |r| (rac)-4-chloro-N-(1-ethyl-3-piperidinyl)thieno[2,3-d]pyridazin-7-amine